BrC1=C2C=CC=NC2=C(C(=C1)Br)OCCO 2-[(5,7-dibromo-8-quinolinyl)oxy]ethanol